(3R)-3-amino-7-(5-tert-butyl-1,3,4-oxadiazol-2-yl)-1,1-dioxo-5-[[4-[3-(trifluoromethyl)isoxazol-5-yl]phenyl]methyl]-2,3-dihydro-1λ6,5-benzothiazepine-4-One N[C@H]1CS(C2=C(N(C1=O)CC1=CC=C(C=C1)C1=CC(=NO1)C(F)(F)F)C=C(C=C2)C=2OC(=NN2)C(C)(C)C)(=O)=O